(S)-3-fluoro-N'-((1,2,3,5,6,7-hexahydro-s-indacen-4-yl)carbamoyl)-5-(2-hydroxypropan-2-yl)thiophene-2-sulfonimidamide FC1=C(SC(=C1)C(C)(C)O)[S@](=O)(N)=NC(NC1=C2CCCC2=CC=2CCCC12)=O